bis(naphthalen-1-yl)-N,N'-bis(phenyl)-benzidine C1(=CC=CC2=CC=CC=C12)N(C1=CC=C(C2=CC=C(N(C3=CC=CC=C3)C3=CC=CC4=CC=CC=C34)C=C2)C=C1)C1=CC=CC=C1